Cl.ClC=1C=2N(C=CC1)C(=NC2)C(C)(C)N 2-(8-chloroimidazo[1,5-a]pyridin-3-yl)propan-2-amine hydrochloride